ClC1=CC(=C(C=C1C#N)NS(=O)(=O)C=1C=C(C(=O)O)C=CC1C1CC1)O[C@H]1[C@H](CCC1)C 3-(N-(4-chloro-5-cyano-2-((cis-2-methylcyclopentyl)oxy)-phenyl)sulfamoyl)-4-cyclopropylbenzoic acid